BrC1=C2C(=CN(C2=CC=C1)CC1=NC=CC=C1)/C=C(/C(=O)[O-])\C#N (E)-3-(4-bromo-1-(pyridin-2-ylmethyl)-1H-indol-3-yl)-2-cyanoacrylate